(R)-3-((2-chloro-5-((4-(2-fluoroethoxy)piperidin-1-yl)methyl)pyrimidin-4-yl)oxy)-10-methyl-9,10,11,12-tetrahydro-8H-[1,4]diazepino[5',6':4,5]thieno[3,2-f]quinolin-8-one ClC1=NC=C(C(=N1)OC1=NC=2C=CC3=C(C2C=C1)C1=C(S3)C(N[C@@H](CN1)C)=O)CN1CCC(CC1)OCCF